7'-((4-(ethylcarbamoyl)pyridine-2,6-diyl)bis(1H-1,2,3-triazole-4,1-diyl))bis(2-hydroxy-1,8-naphthyridine-4-carboxylic acid) C(C)NC(=O)C1=CC(=NC(=C1)C=1N=NN(C1)C=1C(=NC2=NC=CC=C2C1C(=O)O)O)C=1N=NN(C1)C=1C(=NC2=NC=CC=C2C1C(=O)O)O